8-methyl-8-chlorotetracyclo[4.4.0.12,5.17,10]dodec-3-ene CC1(C2C3C4C=CC(C3C(C1)C2)C4)Cl